2-(2-(2,6-dioxopiperidin-3-yl)-1,3-dioxoisoindolin-4-yl)acetaldehyde O=C1NC(CCC1N1C(C2=CC=CC(=C2C1=O)CC=O)=O)=O